3-hydroxy-3-[(3-hydroxyphenyl)methyl]-1,4-dimethyl-6-[(4-nitro-1H-indol-3-yl)methyl]piperazine-2,5-dione OC1(C(N(C(C(N1C)=O)CC1=CNC2=CC=CC(=C12)[N+](=O)[O-])C)=O)CC1=CC(=CC=C1)O